Methyl (2S)-2-amino-6,6,6-trifluoro-hexanoate N[C@H](C(=O)OC)CCCC(F)(F)F